FC(C1=NC2=C(N1CC(F)(F)F)C=CC(=C2)[C@@H]2[C@H](C2)C=2C=1N(N=C(C2)C=2C(=NC(=NC2)OC)OC)C=CN1)F 8-((1S,2S)-2-(2-(difluoromethyl)-1-(2,2,2-trifluoroethyl)-1H-benzo[d]imidazol-5-yl)cyclopropyl)-6-(2,4-dimethoxypyrimidin-5-yl)imidazo[1,2-b]pyridazine